N1-(tert-butyl)-N2-((S)-3-cyclopropyl-1-(((S)-4-hydroxy-3-oxo-1-((S)-2-oxopiperidin-3-yl)butan-2-yl)amino)-1-oxopropan-2-yl)oxalamide C(C)(C)(C)NC(C(=O)N[C@H](C(=O)N[C@@H](C[C@H]1C(NCCC1)=O)C(CO)=O)CC1CC1)=O